5-isopropoxy-N-((3-methylpyridin-2-yl)carbamothioyl)picolinimidamide C(C)(C)OC=1C=CC(=NC1)C(NC(NC1=NC=CC=C1C)=S)=N